NC(CCC1CCC(CC1)NC(OC(C)(C)C)=O)(C)C tert-butyl ((1s,4r)-4-(3-amino-3-methyl-butyl)cyclohexyl)carbamate